formic acid (E) and (Z)-3-hexenyl ester C(CC=CCC)OC=O